C(CCCCC)C(CCCCCCCCCCCCCCl)(CCCCCC)CCCCCC trihexyl-tetradecyl chloride